phenyl (3-(((tert-butyldimethylsilyl)oxy)methyl)-5-chloro-4-methylphenyl)carbamate [Si](C)(C)(C(C)(C)C)OCC=1C=C(C=C(C1C)Cl)NC(OC1=CC=CC=C1)=O